C1=NC(=O)NC(=C1C=O)N The molecule is a nucleobase analogue that is cytosine in which the hydrogen at position 5 is replaced by a formyl group. It has a role as a metabolite. It is an aminopyrimidine, a pyrimidone, a nucleobase analogue and a heteroarenecarbaldehyde. It derives from a cytosine.